C1(=CC=CC=C1)C(CCCCCCCP(O)(O)O)C1=CC=CC=C1.P(OCCCCCCCC(C1=CC=CC=C1)C1=CC=CC=C1)(O)O diphenyloctyl phosphite (diphenyloctyl phosphite)